iododecanal IC(C=O)CCCCCCCC